tert-butyl (2S,4S)-4-((4-(benzo[d]thiazol-6-ylamino)-7-(1-methyl-1H-pyrazol-4-yl)quinazolin-5-yl)oxy)-2-(hydroxymethyl)piperidine-1-carboxylate S1C=NC2=C1C=C(C=C2)NC2=NC=NC1=CC(=CC(=C21)O[C@@H]2C[C@H](N(CC2)C(=O)OC(C)(C)C)CO)C=2C=NN(C2)C